1,4-bis(3-amino-4-phenoxyphenyl)benzene NC=1C=C(C=CC1OC1=CC=CC=C1)C1=CC=C(C=C1)C1=CC(=C(C=C1)OC1=CC=CC=C1)N